5-chloro-2-fluoro-N-{4-fluoro-3-[5-(propan-2-yl)-2H-pyrazolo[3,4-b]pyridin-2-yl]phenyl}benzamide ClC=1C=CC(=C(C(=O)NC2=CC(=C(C=C2)F)N2N=C3N=CC(=CC3=C2)C(C)C)C1)F